methyldioxysilane COO[SiH3]